FC(=C(C[Si](C1=CC=CC=C1)(C)C)C1=CC2=CC=CC=C2C=C1)F (3,3-difluoro-2-(naphthalen-2-yl)allyl)dimethyl-(phenyl)silane